C(=O)OC(C(=O)OC)(C)C methyl 2-(formyloxy)-2-methylpropionate